Tert-butyl (S)-(1-(4-(4-methylthiazol-5-yl)phenyl)ethyl)carbamate CC=1N=CSC1C1=CC=C(C=C1)[C@H](C)NC(OC(C)(C)C)=O